CO[C@@H]1CCNC1 (3S,4R)-4-methoxypyrrolidine